10-(3-borabenzyl)acridine C(C1=CB=CC=C1)N1C=2C=CC=CC2CC2=CC=CC=C12